(2R,3R,4R,5R)-5-(2-amino-6-(methylamino)-9H-purin-9-yl)-4-fluoro-2-(((bis-((pivaloyloxy)methoxy)phosphoryl)oxy) methyl)-4-methyltetrahydrofuran-3-yl 3-acetate C(C)(=O)O[C@@H]1[C@H](O[C@H]([C@]1(C)F)N1C2=NC(=NC(=C2N=C1)NC)N)COP(=O)(OCOC(C(C)(C)C)=O)OCOC(C(C)(C)C)=O